C(C1=CC=CC=C1)(C1=CC=CC=C1)(C1=CC=CC=C1)[N@]1C(C1)C(=O)OC methyl (R)-1-tritylaziridine-2-carboxylate